(Z)-2-(4-fluorophenyl)-2-(methoxyimino)acetic acid FC1=CC=C(C=C1)/C(/C(=O)O)=N/OC